N-cyclopropyl-5-[2-(cyclopropylcarbamothioyl)-1,3-dioxo-2,3-dihydro-1H-indene-5-carbonyl]-1,3-dioxo-2,3-dihydro-1H-indene-2-carbothioamide C1(CC1)NC(=S)C1C(C2=CC=C(C=C2C1=O)C(=O)C=1C=C2C(C(C(C2=CC1)=O)C(NC1CC1)=S)=O)=O